C(C)N1N=NC2=C1C=C(C=C2)C2=CNC=1N=C(N=CC12)N[C@H](C(F)(F)F)C (S)-5-(1-ethyl-1H-benzo[d][1,2,3]triazol-6-yl)-N-(1,1,1-trifluoropropan-2-yl)-7H-pyrrolo[2,3-d]pyrimidin-2-amine